ClC1=CC(=C(CN[C@@H](C)C(=O)OC(C)(C)C)C=C1)OC1=CC=C(C=C1)C1=CN=C(N1C)CN(C)C tert-Butyl (4-chloro-2-(4-(2-((dimethylamino)methyl)-1-methyl-1H-imidazol-5-yl)phenoxy)benzyl)-L-alaninate